Cl.N1CC(CC1)CNC(=O)C1=CC2=C(N3C(S2)=NC(=C3)C3=CC=C(C=C3)C)C=C1 N-(pyrrolidin-3-ylmethyl)-2-(p-tolyl)benzo[d]imidazo[2,1-b]thiazole-7-carboxamide hydrochloride